4-[3-[(4-cyano-2-fluoro-phenyl)methoxy]-4-fluoro-pyrazol-1-yl]piperidine-1-carboxylic acid tert-butyl ester C(C)(C)(C)OC(=O)N1CCC(CC1)N1N=C(C(=C1)F)OCC1=C(C=C(C=C1)C#N)F